FC1=C(CN2C(N(C(C3=C2SC(=C3CN(C)C)C3=CC=C(C=C3)NC(=O)NOC)=O)C3=CC=C(N=N3)N(S(=O)(=O)C)C)=O)C(=CC=C1)F N-(6-(1-(2,6-difluorobenzyl)-5-((dimethylamino)methyl)-6-(4-(3-methoxyureido)benzeneyl)-2,4-dioxo-1,2-dihydrothieno[2,3-d]pyrimidin-3(4H)-yl)pyridazin-3-yl)-N-methylmethanesulfonamide